S(N)(OC[C@@H]1[C@H]([C@@H]([C@@H](C1)NC1=NC=NC=C1C(=O)C=1SC(=CC1)CC1=CC(=CC=C1)Cl)F)O)(=O)=O {(1R,2R,3R,4R)-4-[(5-{[5-(3-chlorobenzyl)-2-thienyl]carbonyl}pyrimidin-4-yl)amino]-3-fluoro-2-hydroxycyclopentyl}methyl sulfamate